ClC=1C=C(C=CC1Cl)C(CN1C(N(C2=C1C=CC=C2)CC=2N=NN(C2)CC2=CC=C(C=C2)C)=N)O 1-(3,4-dichlorophenyl)-2-(2-imino-3-((1-(4-methylbenzyl)-1H-1,2,3-triazol-4-yl)methyl)-2,3-dihydro-1H-benzo[d]imidazol-1-yl)ethan-1-ol